(2R)-ethyl 2-acetoxy-3-(5-(2-(2,2-dimethyl-1,3-dioxolan-4-yl)ethyl)-2-((2-(2-methoxyphenyl)pyrimidin-4-yl)methoxy)phenyl)propanoate C(C)(=O)O[C@@H](C(=O)OCC)CC1=C(C=CC(=C1)CCC1OC(OC1)(C)C)OCC1=NC(=NC=C1)C1=C(C=CC=C1)OC